ClC=1C(=C(NC=2C3=C(N=CN2)C=NC(=C3)[C@@H]3CN(CCC3)C(=O)OC(C)(C)C)C=CC1)F tert-butyl (3S)-3-[4-(3-chloro-2-fluoro-anilino)pyrido[3,4-d]pyrimidin-6-yl]piperidine-1-carboxylate